6-chloro-3-((3-(4-chlorophenethyl)-1,2,4-oxadiazol-5-yl)methyl)-5-methylpyrimidine-2,4(1H,3H)-dione ClC1=C(C(N(C(N1)=O)CC1=NC(=NO1)CCC1=CC=C(C=C1)Cl)=O)C